CC=1C=C(C(=O)Cl)C=C(C1)C 3,5-dimethyl-benzoyl chloride